N-(tert-butyl)-6-(1-(3-chloropyridin-2-yl)-3-methoxy-1H-pyrazole-5-carboxamido)-5-methylpyrazolo[1,5-a]pyridine-7-carboxamide C(C)(C)(C)NC(=O)C1=C(C(=CC=2N1N=CC2)C)NC(=O)C2=CC(=NN2C2=NC=CC=C2Cl)OC